COC=1C=CC(=C(C1)C1CC=2C=NN(C(C2CC1)=O)C1=NC=C(C=N1)C)C 6-(5-methoxy-2-methylphenyl)-2-(5-methylpyrimidin-2-yl)-5,6,7,8-tetrahydro-phthalazin-1(2H)-one